2-(propylsulfonyloxyimino)thiophene ethyl-5-(tert-butoxycarbonylamino)-2-[3-[tert-butyl(dimethyl)silyl]oxy-3-methyl-butyl]pyrazolo[1,5-a]pyridine-6-carboxylate C(C)OC(=O)C=1C(=CC=2N(C1)N=C(C2)CCC(C)(C)O[Si](C)(C)C(C)(C)C)NC(=O)OC(C)(C)C.C(CC)S(=O)(=O)ON=C2SC=CC2